ClC1=C(OC2=CC=C(C=C2)C2=NN(C3=C2C=NC=C3)[C@@H]3CN(CCC3)C(C=C)=O)C=CC=C1F (S)-1-(3-(3-(4-(2-chloro-3-fluorophenoxy)phenyl)-1H-pyrazolo[4,3-c]pyridin-1-yl)piperidin-1-yl)prop-2-en-1-one